FC([C@H]1NC(C2(C1)NC(COC2)=O)CC=2C(=C(C=CC2)C2=CC(=CC(=C2)F)F)F)F (3S)-3-(difluoromethyl)-1-({2,3',5'-trifluoro-[1,1'-biphenyl]-3-yl}methyl)-9-oxa-2,6-diazaspiro[4.5]decan-7-one